N1=CC=CC2=CC(=CC=C12)C(C)C=1N=C(C(=NC1)N)N (1-(6-quinolyl)ethyl)pyrazine-2,3-diamine